C12CN(CC(CC1)N2)C2=NC(NC1=C(C(=C(C(=C21)OC)F)C2=CC=CC1=CC=C(C(=C21)C#C)F)F)(C(=O)[O-])OC[C@]21CCCN1C[C@@H](C2)F 4-(3,8-diazabicyclo[3.2.1]octan-3-yl)-7-(8-ethynyl-7-fluoro naphthalen-1-yl)-6,8-difluoro-2-(((2R,7aS)-2-fluorotetrahydro-1H-pyrrolizin-7a(5H)-yl)methoxy)-5-methoxyquinazolineformate